FC1=C(C=C(C=C1)C)N1/C(/SCC1=O)=N/C(OCCC1=CC=C(C=C1)C1=NN(C=N1)C1=CC=C(C=C1)OC(F)(F)F)=O 4-(1-(4-(Trifluoromethoxy)phenyl)-1H-1,2,4-triazol-3-yl)phenethyl (Z)-(3-(2-fluoro-5-methylphenyl)-4-oxothiazolidin-2-ylidene)carbamate